7-bromo-3-methyl-5-(6-morpholino-1-propyl-1H-benzo[d]imidazol-2-yl)benzo[d]isoxazole BrC1=CC(=CC=2C(=NOC21)C)C2=NC1=C(N2CCC)C=C(C=C1)N1CCOCC1